1-((3R,4S)-4-((5-(1-(2,2-difluoroethyl)-4-fluoro-1H-benzo[d]imidazol-6-yl)-6-fluoro-4-methoxypyrrolo[2,1-f][1,2,4]triazin-2-yl)amino)-3-fluoropiperidin-1-yl)ethan-1-one-2,2,2-d3 FC(CN1C=NC2=C1C=C(C=C2F)C=2C(=CN1N=C(N=C(C12)OC)N[C@@H]1[C@@H](CN(CC1)C(C([2H])([2H])[2H])=O)F)F)F